4-azabenzene C1=CC=NC=C1